COC(CN1C(C2=CC=C(C=C2C(C1)C(F)(F)F)I)=O)=O 2-(6-iodo-1-oxo-4-(trifluoromethyl)-3,4-dihydroisoquinolin-2(1H)-yl)acetic acid methyl ester